FC(OC1=CC2=C(SC(=C2)C(=O)N2CCNCC2)C=C1C1=NNC=C1NC(=O)C=1C=NN2C1N=CC=C2)F N-(3-(5-(difluoromethoxy)-2-(piperazine-1-carbonyl)benzo[b]thiophen-6-yl)-1H-pyrazol-4-yl)pyrazolo[1,5-a]pyrimidine-3-carboxamide